CN1N=NC2=C1C=CC(=C2C)[C@H](CC(=O)O)C=2C=C(C1=C(C=CS1)C2)CN2C[C@H](OC1=C(C2)N=C(C=C1)O)C (3R)-3-(1,4-dimethyl-1H-benzotriazol-5-yl)-3-(7-{[(2R)-7-hydroxy-2-methyl-2,3-dihydropyrido[2,3-f][1,4]oxazepin-4(5H)-yl]methyl}-1-benzothiophen-5-yl)propanoic acid